FC=1C=C(C=CC1)N1C[C@@H](CCC1)NC1=NC(=NS1)N1CCOCC1 (R)-N-(1-(3-fluorophenyl)piperidin-3-yl)-3-morpholino-1,2,4-thiadiazol-5-amine